2-chloro-N-(1-cyanocyclopropyl)-5-bromobenzamide ClC1=C(C(=O)NC2(CC2)C#N)C=C(C=C1)Br